CC(C(C(C#N)C(C(C)(C)C)=O)=O)(C)C 4,4-dimethyl-3-oxo-2-trimethylacetylvaleronitrile